C(CC)C=1OCCN1 Propyloxazoline